(E)-10-(3,4-Dichlorobenzylidene)-3,3-dimethyl-2,3,4a,9,9a,10-hexahydro-1H-indeno[1,2-c]pyrazolo[1,2-a]pyrazol-1-one ClC=1C=C(\C=C\2/C3C(N4N2C(CC4(C)C)=O)C=4C=CC=CC4C3)C=CC1Cl